C(C)(C)(C)C=1N=C(OC1)C1=NC(=CC=C1)C=1OC=C(N1)C(C)(C)C 2,6-bis[4-(R)-tert-butyl-2-oxazolyl]pyridine